C(C)N1CCC(CC1)C1=CC=C(C=C1)N1N=CC2=CC(=C(C(=C12)F)O)F 1-(4-(1-ethylpiperidin-4-yl)phenyl)-5,7-difluoro-1H-indazol-6-ol